CC1=NC(=CC=C1N1CCC2(OCCO2)CC1)[N+](=O)[O-] 8-(2-methyl-6-nitropyridin-3-yl)-1,4-dioxa-8-azaspiro[4.5]decane